2,3-ditrifluoromethyl-5-(2-thienyl)-8-(2,4-bistrifluoromethylphenyl)pyrazino[2,3-D]pyridazine FC(C=1C(=NC=2C(=C(N=NC2C=2SC=CC2)C2=C(C=C(C=C2)C(F)(F)F)C(F)(F)F)N1)C(F)(F)F)(F)F